C(C)(C)N1C2CNC(C1)C2 2-isopropyl-2,5-diazabicyclo[2.2.1]heptane